C(C1=CC=CC=C1)OOCC1=CC=CC=C1 Benzylperoxide